(S)-4-oxo-4,6,7,8-tetrahydropyrrolo[1,2-a]pyrimidine-6-carboxylic acid isobutyl ester C(C(C)C)OC(=O)[C@@H]1CCC=2N1C(C=CN2)=O